trans-1,1'-(1,4-cyclohexanediyl)dipiperidine [C@H]1(CC[C@H](CC1)N1CCCCC1)N1CCCCC1